FC=1C(=C(C=CC1[N+](=O)[O-])OC)OC 3-Fluoro-1,2-dimethoxy-4-nitro-benzene